C(C)(=O)NC1=CC=C(C=C1)CC(=O)OCN1C=CC2=C1N=CN=C2N(C)[C@H]2CN(CC[C@H]2C)C(CC#N)=O (4-(((3R,4R)-1-(2-cyanoacetyl)-4-methylpiperidin-3-yl) (methyl)amino)-7H-pyrrolo[2,3-d]pyrimidin-7-yl)methyl 2-(4-acetamidophenyl)acetate